piperazine-1-sulfonimidamide N1(CCNCC1)S(=O)(N)=N